4-phenyl-2-((4-(piperazin-1-yl)benzyl)amino)butanamide C1(=CC=CC=C1)CCC(C(=O)N)NCC1=CC=C(C=C1)N1CCNCC1